COC1=C2C=CC(OC2=CC=C1C(=O)NC1=CC=C2C(=NN(C2=C1)CCOC)C)(C)C 5-Methoxy-N-(1-(2-methoxyethyl)-3-methyl-1H-indazole-6-yl)-2,2-dimethyl-2H-chromene-6-carboxamide